N1=CC=CC2=CC=CC(=C12)C(C)N 1-(8-quinolinyl)ethylamine